BrC1=CC(=C(C(=O)NC2=NC(=NC(=C2)C)N2CCC(CC2)(F)F)C(=C1)F)F 4-bromo-N-(2-(4,4-difluoropiperidin-1-yl)-6-methylpyrimidin-4-yl)-2,6-difluorobenzamide